N-methyl-1-phenyl-N-(2,3,5-trifluorobenzyl)cyclopropanecarboxamide CN(C(=O)C1(CC1)C1=CC=CC=C1)CC1=C(C(=CC(=C1)F)F)F